2-CHLOROFURAN-4-CARBOXYLIC ACID ClC=1OC=C(C1)C(=O)O